C12COCC(CN(C1)C1CC(N(CC1)C1=NN(C(=C1)C)C1CC3(CN(C3)C(=O)OC(C)(C)C)C1)(C)C)O2 Tert-Butyl 6-(3-(4-(3,9-dioxa-7-azabicyclo[3.3.1]nonan-7-yl)-2,2-dimethylpiperidin-1-yl)-5-methyl-1H-pyrazol-1-yl)-2-azaspiro[3.3]heptane-2-carboxylate